(4-(6-methyl-2-(5-methylfuran-2-yl)quinolin-4-carbonyl)piperazin-1-yl)ethan-1-one CC=1C=C2C(=CC(=NC2=CC1)C=1OC(=CC1)C)C(=O)N1CCN(CC1)C(C)=O